FC(CN(C)C(=O)OCC1=CC=CC=C1)(CCO)F benzyl [(2,2-difluoro-4-hydroxybutyl)(methyl)amino]methanoate